9,14-dimethyl-pentadecanoic acid CC(CCCCCCCC(=O)O)CCCCC(C)C